C[C@@H]1N(C[C@H](N(C1)C(C)C=1C=C2N=CC=NC2=CC1)C)N1N=C2C(NC(C=C2)=O)=C1 ((2S,5R)-2,5-dimethyl-4-(1-(quinoxalin-6-yl)ethyl)piperazin-1-yl)-2,4-dihydro-5H-pyrazolo[4,3-B]pyridin-5-one